The molecule is an inorganic salt of sodium, the anion of which is the aurothiosulfate(3-) linear coordination complex. It has a role as an allergen. It contains an aurothiosulfate(3-). OS(=O)(=S)[O-].OS(=O)(=S)[O-].[Na+].[Na+].[Na+].[Au]